CN1C(=NC(=C1)C(F)(F)F)C1=CC=C(CN2C3=NC(=NC=C3NC2=O)C2=C(C(=O)O)C=CC=C2)C=C1 2-(9-(4-(1-methyl-4-(trifluoromethyl)-1H-imidazol-2-yl)benzyl)-8-oxo-8,9-dihydro-7H-purin-2-yl)benzoic acid